C(#N)C=1C=CC(=NC1)N1CCN(CC1)C(=O)C1=C(CCN(C1)C(=O)OC(C)(C)C)F tert-butyl 5-(4-(5-cyanopyridin-2-yl) piperazine-1-carbonyl)-4-fluoro-3,6-dihydropyridine-1(2H)-carboxylate